methyl (S)-2-((4-(6-((2-fluoro-4-(1-methylpiperidin-4-carbonyl)benzyl)oxy)pyridin-2-yl)piperidin-1-yl)methyl)-1-(oxetan-2-ylmethyl)-1H-benzo[d]imidazole-6-carboxylate FC1=C(COC2=CC=CC(=N2)C2CCN(CC2)CC2=NC3=C(N2C[C@H]2OCC2)C=C(C=C3)C(=O)OC)C=CC(=C1)C(=O)C1CCN(CC1)C